2-(2-(ethylthio)-6-(4-(1,1,2,2-tetrafluoroethoxy)phenyl)pyrazolo[1,5-a]pyrimidin-3-yl)-3-methyl-6-(trifluoromethyl)-3H-imidazo[4,5-b]pyridine C(C)SC1=NN2C(N=CC(=C2)C2=CC=C(C=C2)OC(C(F)F)(F)F)=C1C1=NC=2C(=NC=C(C2)C(F)(F)F)N1C